(Z)-1-(3-(5-cyano-2-(3,3,3-trifluoropropoxy)phenyl)-4-oxothiazolidin-2-ylidene)-3-(4-(3-(4-(trifluoromethoxy)phenyl)-1H-1,2,4-triazol-1-yl)phenyl)urea C(#N)C=1C=CC(=C(C1)N1/C(/SCC1=O)=N/C(=O)NC1=CC=C(C=C1)N1N=C(N=C1)C1=CC=C(C=C1)OC(F)(F)F)OCCC(F)(F)F